tert-Butyl-(S,E)-2-((3-(7-(dimethylamino)-2-((dimethylcarbamoyl)oxy)-7-oxohept-5-enamido)-2-oxopyridin-1(2H)-yl)methyl)-5,6-difluoro-4-isobutyl-1H-benzo[d]imidazol-1-carboxylat C(C)(C)(C)OC(=O)N1C(=NC2=C1C=C(C(=C2CC(C)C)F)F)CN2C(C(=CC=C2)NC([C@H](CC\C=C\C(=O)N(C)C)OC(N(C)C)=O)=O)=O